S(=O)(=O)(ON1[C@@H]2CC[C@H](N(C1=O)C2)C(NC(COC2CCN(CC2)C)=O)=N)O (2S,5R)-2-(N-(2-((1-methylpiperidin-4-yl) oxy) acetyl) carbamimidoyl)-7-oxo-1,6-diazabicyclo[3.2.1]octan-6-yl hydrogen sulfate